C1=C(C=CC2=CC=CC=C12)C=1C=CC=C2C(=CNC12)CN1CCOCC1 4-((7-(naphthalene-2-yl)-1H-indol-3-yl)methyl)morpholine